FC1=C(C=C(C=C1)F)C1=CC2=C(O[C@H](CN2S(=O)(=O)C2=CC(=CC=C2)C(F)(F)F)CC2(CCOCC2)C(=O)OC)C=C1 methyl (S)-4-((6-(2,5-difluorophenyl)-4-((3-(trifluoromethyl)phenyl)sulfonyl)-3,4-dihydro-2H-benzo[b][1,4]oxazin-2-yl)methyl)tetrahydro-2H-pyran-4-carboxylate